BrC1=CC=2N(C=C1)C(=NN2)N2N=C(C=C2)C(=O)OCC ethyl 1-(7-bromo-[1,2,4]triazolo[4,3-a]pyridin-3-yl)-1H-pyrazole-3-carboxylate